tetrahydro-1-methyl-3-phenyl-2(1H)-pyrimidinone CN1C(N(CCC1)C1=CC=CC=C1)=O